1-[2-(difluoromethoxy)-4-(trifluoromethyl)phenyl]-N-[(3R)-1-(2,2,2-trifluoroethyl)piperidin-3-yl]pyrrolo[1,2-d][1,2,4]triazin-4-amine FC(OC1=C(C=CC(=C1)C(F)(F)F)C=1C=2N(C(=NN1)N[C@H]1CN(CCC1)CC(F)(F)F)C=CC2)F